C(C)OCCCCCCCCCCC 1-ethoxyundecane